N-(3-phenyloxetan-3-yl)-5-(4-(trifluoromethyl)phenyl)-2-naphthamide C1(=CC=CC=C1)C1(COC1)NC(=O)C1=CC2=CC=CC(=C2C=C1)C1=CC=C(C=C1)C(F)(F)F